(+)-6-(4-chlorophenyl)-N-(2-cyclopropyl-2-hydroxyethyl)-2-(3-fluorophenyl)-3-oxo-2,3-dihydropyridazine-4-carboxamide ClC1=CC=C(C=C1)C=1C=C(C(N(N1)C1=CC(=CC=C1)F)=O)C(=O)NCC(O)C1CC1